azidophenylallylacetophenone N(=[N+]=[N-])C(C(=O)C1=CC=CC=C1)CC=CC1=CC=CC=C1